1-(2,6-dichlorophenyl)-4-((4-(3,5-diethyl-1H-pyrazol-1-yl)phenyl)amino)-1H-pyrazole-3-carboxamide ClC1=C(C(=CC=C1)Cl)N1N=C(C(=C1)NC1=CC=C(C=C1)N1N=C(C=C1CC)CC)C(=O)N